(5Z)-5-[[1-(3-pyridinyl)pyrazol-4-yl]methylene]thiazolidine-2,4-dione N1=CC(=CC=C1)N1N=CC(=C1)\C=C/1\C(NC(S1)=O)=O